FC1=C(C(=CC2=C1N=C(S2)C2=C1N=CC(=NC1=CC(=C2)C)OC)OCCNS(=O)(=O)C2=CC(=CC=C2)F)F N-(2-((4,5-difluoro-2-(2-methoxy-7-methylquinoxalin-5-yl)benzo[d]thiazol-6-yl)oxy)ethyl)-3-fluorobenzenesulfonamide